C(CCC(=O)O)(=O)O.CN Methylamine succinate